CC(O)(C1CCC(CC1)=C)C α,α-dimethyl-4-methylenecyclohexanemethanol